2-(3-Chloro-4-cyano-phenoxy)-N-(5,6-dimethoxy-benzothiazol-2-yl)-2-(4-ethanesulfonyl-phenyl)-acetamide ClC=1C=C(OC(C(=O)NC=2SC3=C(N2)C=C(C(=C3)OC)OC)C3=CC=C(C=C3)S(=O)(=O)CC)C=CC1C#N